3-(3,3-dimethyl-1-oxoisoindolin-5-yl)-N-(1-(1-methylpiperidin-4-yl)-1H-pyrazol-4-yl)-1H-pyrrolo[2,3-b]pyridine-5-carboxamide CC1(NC(C2=CC=C(C=C12)C1=CNC2=NC=C(C=C21)C(=O)NC=2C=NN(C2)C2CCN(CC2)C)=O)C